C(C)OC(CCC1=CC(=C(C=C1)C)CO)=O 3-(3-(hydroxymethyl)-4-methylphenyl)propionic acid ethyl ester